6-chloro-5-(2-bromo-acetyl)-indolone ClC=1C(=CC2=CC(N=C2C1)=O)C(CBr)=O